COC1=NC=C(C=C1C(CCC)NC1=C2N=CNC2=NC=N1)B1OC(C(O1)(C)C)(C)C N-(1-(2-methoxy-5-(4,4,5,5-tetramethyl-1,3,2-dioxaborolan-2-yl)pyridin-3-yl)butyl)-9H-purin-6-amine